1-(8-bromo-1,2,3,4-tetrahydroquinolin-6-yl)pentan-1-one BrC=1C=C(C=C2CCCNC12)C(CCCC)=O